4-methyl-1,4-hexanediol CC(CCCO)(CC)O